C(C(=O)O)(=O)O.C(=O)(O)[C@H]1NCCC1 (2S)-2-carboxytetrahydropyrrole hydrogen oxalate